2-Amino-2-methyl-propan-1-ol NC(CO)(C)C